ClC1=C(C=CC=C1)C1=C2N(C(=NC1=O)NC)C=CC(=C2)C(F)(F)F 4-(2-Chlorophenyl)-1-(methylamino)-6-(trifluoromethyl)-3H-pyrido[1,2-c]pyrimidin-3-one